Cl.Cl.C1(=CC=CC=C1)N1C(=NC2=C1C=C1C(=C2)OCCO1)CCN 2-(1-phenyl-6,7-dihydro-1H-[1,4]dioxino[2',3':4,5]benzo[1,2-d]imidazol-2-yl)ethan-1-amine dihydrochloride